(5'S,7a'R)-3-[(1,2-benzothiazol-4-yl)oxy]-5'-phenyltetrahydro-3'H-spiro[cyclobutane-1,2'-pyrrolo[2,1-b][1,3]oxazol]-3'-one S1N=CC2=C1C=CC=C2OC2CC1(C(N3[C@H](O1)CC[C@H]3C3=CC=CC=C3)=O)C2